C1(=C(C=CC=C1)C=1CC=2C=C3CC(CC3=CC2C1)(C)C)C1=C(C=CC=C1)C=1CC=2C=C3CC(CC3=CC2C1)(C)C 6,6'-biphenyl-2,2'-diylbis(2,2-dimethyl-1,2,3,5-tetrahydro-s-indacene)